methyl 5-(5-amino-6-methylpyridin-2-yl)-3-methylisoxazole-4-carboxylate NC=1C=CC(=NC1C)C1=C(C(=NO1)C)C(=O)OC